S(C#N)C1CCCC2=CC=CC=C12 1-thiocyano-1,2,3,4-tetrahydronaphthalene